NC=1C=2N(C=CN1)C(=NC2C2=C(C=C(C(=O)NC1=NC=CC(=C1)C1=CC=CC=C1)C=C2)F)[C@H]2N(CC1(CC1)C2)CC#CC (S)-4-(8-amino-3-(5-(but-2-ynyl)-5-azaspiro[2.4]heptan-6-yl)imidazo[1,5-a]pyrazin-1-yl)-3-fluoro-N-(4-phenylpyridin-2-yl)benzamide